Cl.N[C@H](C(=O)N)CC1C(NC2(CC2)C1)=O (2S)-2-amino-3-(5-oxo-4-azaspiro[2.4]hept-6-yl)propanamide hydrochloride